Cl.O[C@@H]1CNCC[C@H]1O trans-3,4-dihydroxypiperidine hydrochloride